3-[[4-Fluoro-2-(trifluoromethyl)phenyl]methoxy]azetidine FC1=CC(=C(C=C1)COC1CNC1)C(F)(F)F